CC(C)C1=CC2=C(C=C1)[C@]3(CCCC([C@@H]3CC2=O)(C)C)C The molecule is an abietane diterpenoid that is abieta-8,11,13-triene substituted by an oxo group at position 7. It has been isolated from the stem bark of Fraxinus sieboldiana. It has a role as a plant metabolite. It is a tricyclic diterpenoid and an abietane diterpenoid.